FC(CN1N=C(C(=C1)NC1=NC=CC(=N1)C1=CC=CC(=N1)C1=CC(=NN1)[C@@]1(C(N(CC1)C)=O)O)OC)F (S)-3-(5-(6-(2-((1-(2,2-Difluoroethyl)-3-methoxy-1H-pyrazol-4-yl)amino)pyrimidin-4-yl)pyridin-2-yl)-1H-pyrazol-3-yl)-3-hydroxy-1-methylpyrrolidin-2-one